C(C)(C)(C)OC(N[C@H]1[C@@H](CCC1)C1=CC=C(C=C1)C=1C=2C3=C(C(NC2C(=CC1OC)C)=O)SC=C3)=O trans-(2-(4-(8-methoxy-6-methyl-4-oxo-4,5-dihydrothieno[2,3-c]quinolin-9-yl)phenyl)cyclopentyl)carbamic acid tert-butyl ester